CN(C(CCN=CC1=CC=C(C=C1)C=1N=C(C2=C(N1)N(C=C2)C2=CC=CC=C2)C2=CC=C(C=C2)C=NCCC(CC)N(C)C)CC)C 2,4-bis{4-[(3-dimethylaminopentyl)iminomethyl]phenyl}-7-phenyl-7H-pyrrolo[2,3-d]pyrimidine